N,N'-bis[di-(2,6-xylyl)phosphoryl]-piperazine C1(=C(C=CC=C1C)C)P(=O)(C1=C(C=CC=C1C)C)N1CCN(CC1)P(=O)(C1=C(C=CC=C1C)C)C1=C(C=CC=C1C)C